N-hydroxyethyl-N'-hydroxyethyl-ethylpiperazine OCCN1C(CN(CC1)CCO)CC